Cl.CN(C)CCN[C@@H](CCC(=O)O)C(=O)O N-(dimethylaminoethyl)glutamic acid hydrochloride